ClC1=C(C(=CC=C1Cl)O)[C@H]1CC(N(C1)C=1C=NN2C1COCC2)=S |r| rac-4-(2,3-dichloro-6-hydroxyphenyl)-1-(6,7-dihydro-4H-pyrazolo[5,1-c][1,4]oxazin-3-yl)pyrrolidine-2-thione